N[C@H](C(=O)N[C@H]1CC[C@@]2([C@H]3CC[C@@]4([C@H](CC[C@@]4([C@@H]3CC[C@@H]2C1)O)C=1C=CC(OC1)=O)C)C)C(C)C (S)-2-amino-N-((3S,5R,8R,9S,10S,13R,14S,17R)-14-hydroxy-10,13-dimethyl-17-(2-oxo-2H-pyran-5-yl)hexadecahydro-1H-cyclopenta[a]phenanthren-3-yl)-3-methylbutanamide